C(C=C)(=O)N1[C@@H](CCCC1)C=1N(C(=C(N1)C1=CC=C(C=C1)C(NC1=NC=CC(=C1)C1=CC=CC=C1)=O)C(=O)N)N (S)-2-(1-Acryloylpiperidin-2-yl)-1-amino-4-(4-((4-phenylpyridin-2-yl)carbamoyl)phenyl)-1H-imidazol-5-carboxamid